NC1=C2C(=NC=N1)N(N=C2C2=C(C=1C(=NC=CC1)N2)Cl)[C@@H]2CC[C@H](CC2)NC(OC(C)(C)C)=O tert-Butyl N-[trans-4-(4-amino-3-{3-chloro-1H-pyrrolo[2,3-b]pyridin-2-yl}1H-pyrazolo[3,4-d]pyrimidin-1-yl)cyclohexyl]carbamate